N-propylpyrimidine-5-carboxamide C(CC)NC(=O)C=1C=NC=NC1